(2R,11aS)-2-((tert-butyldimethylsilyl)oxy)-7-cyclopropyloxy-8-((triisopropylsilyl)oxy)-1,2,3,11a-tetrahydro-5H-benzo[e]pyrrolo[1,2-a][1,4]diazepine-5,11(10H)-dione [Si](C)(C)(C(C)(C)C)O[C@@H]1C[C@@H]2N(C(C3=C(NC2=O)C=C(C(=C3)OC3CC3)O[Si](C(C)C)(C(C)C)C(C)C)=O)C1